C(C)(C)(C)OC(C1=C(C(=CC(=C1)C(CC)(O[Si](C)(C)C)C1CCOCC1)F)C(C1=CC=C(C=C1)Cl)=O)=O 2-(4-Chlorobenzoyl)-3-fluoro-5-(1-(tetrahydro-2H-pyran-4-yl)-1-((trimethylsilyl)oxy)propyl)benzoic acid tert-butyl ester